[O-]CC.[Mg+2].[O-]CC MAGNESIUM ETHOXID